ClC=1C=C(C=C(C1)NS(=O)(=O)CC)NC(=O)C=1SC(=C(C1)C1=NC=C(C=C1OCC1=CC(=CC(=C1)F)F)F)C N-(3-chloro-5-(ethylsulfonamido)phenyl)-4-(3-((3,5-difluorobenzyl)oxy)-5-fluoropyridin-2-yl)-5-methylthiophene-2-carboxamide